6-(t-butoxy)hexyl-magnesium chloride C(C)(C)(C)OCCCCCC[Mg]Cl